toluenesulfonamide hydrochloride Cl.C(C1=CC=CC=C1)S(=O)(=O)N